6-(isopropyl(methyl)amino)-4-((methylamino)methyl)-2-(6-(5,6,7,8-tetrahydro-[1,2,4]triazolo[4,3-a]pyridin-3-yl)pyridin-2-yl)-2,3-dihydro-1H-pyrrolo[3,4-c]pyridin-1-one C(C)(C)N(C1=CC2=C(C(=N1)CNC)CN(C2=O)C2=NC(=CC=C2)C2=NN=C1N2CCCC1)C